N-[(1S)-1-(dicyclopropylmethyl)-2-[4-(3,5-dimethyl-1H-pyrazol-4-yl)anilino]-2-oxo-ethyl]-2-(3-hydroxy-1-methyl-propyl)pyrazole-3-carboxamide C1(CC1)C([C@@H](C(=O)NC1=CC=C(C=C1)C=1C(=NNC1C)C)NC(=O)C=1N(N=CC1)C(CCO)C)C1CC1